FC1=C(C=2N(C=CC2S1)CC1=CC=C(C=C1)C(F)(F)F)C(=O)O 2-fluoro-4-[[4-(trifluoromethyl)phenyl]methyl]thieno[3,2-b]pyrrole-3-carboxylic acid